di-n-hexylaluminum hydride C(CCCCC)[AlH]CCCCCC